4,6-dichloro-N-(oxazol-4-ylmethyl)nicotinamide ClC1=CC(=NC=C1C(=O)NCC=1N=COC1)Cl